methyl (S)-3-(2-((4-(3-((2-(1-hydroxyethyl)-1H-imidazol-1-yl) methyl) isoxazol-5-yl) phenyl) ethynyl)-7-azaspiro[3.5]non-7-yl)-3-oxopropionate O[C@@H](C)C=1N(C=CN1)CC1=NOC(=C1)C1=CC=C(C=C1)C#CC1CC2(C1)CCN(CC2)C(CC(=O)OC)=O